NC1=NC=CC(=C1C1CCOCC1)OC1=C(C=C(C=C1F)NC(=O)C=1C=NN(C1C(F)(F)F)C1=NC=CC=C1Cl)F N-(4-((2-amino-3-(tetrahydro-2H-pyran-4-yl)pyridin-4-yl)oxy)-3,5-difluorophenyl)-1-(3-Chloropyridin-2-yl)-5-(trifluoromethyl)-1H-pyrazole-4-carboxamide